S1C=CC2=C1C=CC(=C2)C2=CC=C(C=C2)C2=NOC(C2)(O)C(F)(F)F 3-[4-(1-benzothiophen-5-yl)phenyl]-5-(trifluoromethyl)-4,5-dihydro-1,2-oxazol-5-ol